FC(C1=NN=C(S1)NC(=O)C1=NN2C(C(N(CC2)CC2=C(C=CC=C2)Cl)=O)=C1C)(F)F 5-(2-chlorobenzyl)-3-methyl-4-oxo-4,5,6,7-tetrahydropyrazolo[1,5-a]pyrazine-2-carboxylic acid (5-trifluoromethyl-[1,3,4]thiadiazol-2-yl) amide